4-(((tertbutyldiphenylsilyl)oxy)methyl)bicyclo[2.2.1]heptane-1-carbaldehyde C(C)(C)(C)[Si](OCC12CCC(CC1)(C2)C=O)(C2=CC=CC=C2)C2=CC=CC=C2